C(CCC)N(C1CCCN2CCCN=C2C1)CCCC 5-dibutylamino-1,8-diazabicyclo[5.4.0]Undec-7-ene